bis(dimethylthiocarbamoyl) trisulfide CN(C(=S)SSSC(N(C)C)=S)C